3,5-dimethyl-4-(5,6,7,8-tetrahydro-1,6-naphthyridin-3-yl-5,5,7,7-d4)isoxazole CC1=NOC(=C1C=1C=NC=2CC(NC(C2C1)([2H])[2H])([2H])[2H])C